NC=1C=C(C=CC1)CC#N 3-aminophenylacetonitrile